2,2-dilinoleyl-4-(2-dimethylaminoethyl)-[1,3]-Dioxolane C(CCCCCCC\C=C/C\C=C/CCCCC)C1(OCC(O1)CCN(C)C)CCCCCCCC\C=C/C\C=C/CCCCC